N,N'-diphenyl-N,N'-bis[4-(phenyl-m-tolyl-amino)phenyl]biphenyl-4,4'-diamine C1(=CC=CC=C1)N(C1=CC=C(C=C1)C1=CC=C(C=C1)N(C1=CC=C(C=C1)N(C=1C=C(C=CC1)C)C1=CC=CC=C1)C1=CC=CC=C1)C1=CC=C(C=C1)N(C=1C=C(C=CC1)C)C1=CC=CC=C1